Isothiourea hydrochloride Cl.NC(S)=N